CC1N(CC=2N(C1)C(N(C2C(NCC2=C(C=CC=C2)C=2N=NC=CC2)=O)C2=CC=C(C=C2)OCC(C(F)(F)F)(C)O)=O)C(=O)OC(C)(C)C tert-butyl 6-methyl-3-oxo-1-({[2-(pyridazin-3-yl)phenyl]methyl}carbamoyl)-2-[4-(3,3,3-trifluoro-2-hydroxy-2-methylpropoxy)phenyl]-5H,6H,8H-imidazo[1,5-a]pyrazine-7-carboxylate